N-({5-[5-(trifluoromethyl)-1,2,4-oxadiazol-3-yl]pyridin-2-yl}methyl)isothiazol-4-amine FC(C1=NC(=NO1)C=1C=CC(=NC1)CNC=1C=NSC1)(F)F